[S].[O].[Zn].[Pb].C(CCCCCCCCC)O[C] n-decoxycarbon lead zinc oxygen sulfur